4-(4-(6-hydroxy-4-oxo-4H-chromen-2-yl)phenoxy)benzoic acid OC=1C=C2C(C=C(OC2=CC1)C1=CC=C(OC2=CC=C(C(=O)O)C=C2)C=C1)=O